1,2-dimethyl-3-propylimidazolium iodide salt [I-].CN1C(=[N+](C=C1)CCC)C